OC(C#CC1=CC2=C(CC[C@H](C=3N2C=CN3)NC(C3=NC=CC(=C3)OC3=CC=CC=C3)=O)C=C1)(C)C |r| (±)-N-(9-(3-Hydroxy-3-methylbut-1-yn-1-yl)-5,6-dihydro-4H-benzo[f]imidazo[1,2-a]azepin-4-yl)-4-phenoxypicolinamide